BrC=1C=C(C=CC1)N(C1=C(C=C(C=C1C)C)C)C1=C(C=C(C=C1C)C)C N-(3-bromophenyl)-N-mesityl-2,4,6-trimethylaniline